1-((R)-1-((3R,5R,8R,9R,10S,13S,14S,17S)-3-hydroxy-3,13-dimethylhexadecahydro-1H-cyclopenta[a]phenanthren-17-yl)-oxopropan-2-yl)-1H-pyrazole-4-carbonitrile O[C@@]1(CC[C@@H]2[C@H]3CC[C@]4([C@@H](CC[C@H]4[C@@H]3CC[C@@H]2C1)C[C@H](C=O)N1N=CC(=C1)C#N)C)C